Ethyl 2-[4-[5-(tert-butoxycarbonylamino)-4-cyano-1-isopropyl-pyrazol-3-yl]-2-chloro-3-fluoro-phenyl]acetate C(C)(C)(C)OC(=O)NC1=C(C(=NN1C(C)C)C1=C(C(=C(C=C1)CC(=O)OCC)Cl)F)C#N